Methyl α-ethyl-2-oxo-1-pyrrolidineAcetate C(C)C(C(=O)OC)N1C(CCC1)=O